3-Aminosulfonyl-5-butylamino-4-phenoxythiobenzoic Acid, Sodium Salt [Na+].NS(=O)(=O)C=1C=C(C(=S)[O-])C=C(C1OC1=CC=CC=C1)NCCCC